levulinic acid-nicotine salt N1=CC=CC(=C1)C1N(C)CCC1.C(CCC(=O)C)(=O)O